OCCCCCC Hydroxyhexan